N-(5-methyl-1H-pyrazol-3-yl)-2-((4-nitrophenyl)thio)-5,6-dihydrospiro[cyclopenta[d]pyrimidine-7,4'-piperidin]-4-amine CC1=CC(=NN1)NC=1C2=C(N=C(N1)SC1=CC=C(C=C1)[N+](=O)[O-])C1(CCNCC1)CC2